CC(C=O)=CC 2-methylbut-2-enal